7-(4-ethoxy-5-(1-methylpiperidin-4-yl)-1H-benzo[d]imidazol-2-yl)-6-methoxy-2-(o-tolyl)-1H-pyrrolo[3,2-c]pyridine-3-carbonitrile C(C)OC1=C(C=CC=2NC(=NC21)C=2C1=C(C=NC2OC)C(=C(N1)C1=C(C=CC=C1)C)C#N)C1CCN(CC1)C